Methyl (S)-3-(2'-(but-3-en-1-ylcarbamoyl)-6'-methyl-[1,1'-biphenyl]-3-yl)-3-((S)-2-((tert-butoxycarbonyl)amino)pent-4-enamido)propanoate C(CC=C)NC(=O)C1=C(C(=CC=C1)C)C1=CC(=CC=C1)[C@H](CC(=O)OC)NC([C@H](CC=C)NC(=O)OC(C)(C)C)=O